N4-(4-(3-(trifluoromethyl)phenoxy)phenyl)-7H-pyrrolo[2,3-d]pyrimidine-2,4-diamine FC(C=1C=C(OC2=CC=C(C=C2)NC=2C3=C(N=C(N2)N)NC=C3)C=CC1)(F)F